FC1=C2C=CN(C2=C(C=C1)C(=O)NC1CC2(CCC2)C1)CC1=CC=C(C=C1)OC1CCOCC1 6-(4-Fluoro-1-(4-((tetrahydro-2H-pyran-4-yl)oxy)benzyl)-1H-indol-7-carboxamido)spiro-[3.3]heptan